C\C(=C/COC(C)=O)\CCC=C(C)C acetic acid [(2E)-3,7-dimethyloct-2,6-dienyl] ester